(S)- and (R)-N-(5-(2-oxa-6-azaspiro[3.3]heptan-6-yl)pyridin-2-yl)-2-((4-cyanophenethyl)amino)-2-phenylacetamide C1OCC12CN(C2)C=2C=CC(=NC2)NC([C@H](C2=CC=CC=C2)NCCC2=CC=C(C=C2)C#N)=O |r|